2-methyl-undecaldehyde CC(C=O)CCCCCCCCC